BrC=1N=C2C(=C(C(N(C2=CC1)C)=O)C#N)N(C1CCC(CC1)C)C 6-bromo-1-methyl-4-(methyl(4-methylcyclohexyl)amino)-2-oxo-1,2-dihydro-1,5-naphthyridine-3-carbonitrile